3-(1,2-Dimethoxyethyl)-6-fluoro-2-methoxy-benzaldehyde COC(COC)C=1C(=C(C=O)C(=CC1)F)OC